N-(4-(2-chloro-5-fluorophenoxy)-7-((2-chloroacetamido)methyl)-3-(1,3-dioxoisoindolin-2-yl)-1-(tetrahydro-2H-pyran-2-yl)-1H-indazol-5-yl)-3-fluoro-5-(trifluoromethyl)benzamide ClC1=C(OC2=C3C(=NN(C3=C(C=C2NC(C2=CC(=CC(=C2)C(F)(F)F)F)=O)CNC(CCl)=O)C2OCCCC2)N2C(C3=CC=CC=C3C2=O)=O)C=C(C=C1)F